4-((2-benzyl-1,1-dioxo-2,3-dihydro-4H-benzo[e][1,2,4]thiadiazin-4-yl)methyl)-N-hydroxybenzoamide C(C1=CC=CC=C1)N1S(C2=C(N(C1)CC1=CC=C(C(=O)NO)C=C1)C=CC=C2)(=O)=O